[(1R,2S,5R)-5-methyl-2-propan-2-ylcyclohexyl] 2-hydroxypropanoate OC(C(=O)O[C@H]1[C@@H](CC[C@H](C1)C)C(C)C)C